F[C@H]1[C@H](CC[C@@H](C1)NCC=1C=2N(C=CC1)C=CN2)NCC=2C=C1C(=NC2)N(C(N1C)=O)C 6-((((1S,2R,4S)-2-fluoro-4-((imidazo[1,2-a]pyridin-8-ylmethyl)amino)cyclohexyl)amino)methyl)-1,3-dimethyl-1,3-dihydro-2H-imidazo[4,5-b]pyridin-2-one